methyl 6-((4-(piperidin-4-yl)-1H-1,2,3-triazol-1-yl)methyl)nicotinate hydrochloride Cl.N1CCC(CC1)C=1N=NN(C1)CC1=NC=C(C(=O)OC)C=C1